(Z)-(2-cyclopropyl-4-phenoxypyrimidin-5-yl)(3-(2-(methylsulfonyl)vinyl)azetidin-1-yl)methanone C1(CC1)C1=NC=C(C(=N1)OC1=CC=CC=C1)C(=O)N1CC(C1)\C=C/S(=O)(=O)C